C(CCCCC)CCCC(O)=O 5-hexyloxa-pentan-2-one